1,3-Dihydro-2-benzofuran-5-carboxylate C1OCC2=C1C=CC(=C2)C(=O)[O-]